C(C)OC(=O)C=1C=NN2C(=NC=CC21)SC 7-(Methylthio)pyrazolo[1,5-c]pyrimidine-3-carboxylic acid ethyl ester